1,4-Di-tert-butyl-piperazine C(C)(C)(C)N1CCN(CC1)C(C)(C)C